5-[7-[[6-[(2R,6R)-2,6-dimethylmorpholin-4-yl]pyridazin-3-yl]amino]-3-methylimidazo[4,5-b]pyridin-5-yl]oxy-4-methylpyridine-2-carbonitrile C[C@@H]1CN(C[C@H](O1)C)C1=CC=C(N=N1)NC1=C2C(=NC(=C1)OC=1C(=CC(=NC1)C#N)C)N(C=N2)C